7-methyl-1,3-diazaspiro[4.5]decane-2,4-dione CC1CC2(C(NC(N2)=O)=O)CCC1